Cl.NC(C(=O)N1CCN(CC1)C(=O)NC1=NC(N(C=C1)C1=CC=2CCC(CC2C=C1)N[C@@H]1CC[C@@H](CC1)N)=O)(C)C 4-(2-Amino-2-methylpropanoyl)-N-(1-(6-(((cis)-4-aminocyclohexyl)amino)-5,6,7,8-tetrahydronaphthalen-2-yl)-2-oxo-1,2-dihydropyrimidin-4-yl)piperazine-1-carboxamide hydrochloride salt